5-bromo-3-(1-(2-(1-((5-bromo-1-ethyl-1H-pyrazol-4-yl)methyl)-1H-imidazol-2-yl)-5-fluorophenyl)ethoxy)-2-nitropyridine BrC=1C=C(C(=NC1)[N+](=O)[O-])OC(C)C1=C(C=CC(=C1)F)C=1N(C=CN1)CC=1C=NN(C1Br)CC